N1(C=CC2=CC=CC=C12)C=1C=C(N(C)C)C=C(C1)I 3-(1H-indol-1-yl)-5-iodo-N,N-dimethylaniline